3-(dimethylaminomethylethoxymethylsilyl)styrene CN(C)C[SiH](C=1C=C(C=C)C=CC1)COCC